C12CCCC2C1C(=O)N1CCC(=CC1)C#CC1=CC=C(C=C1)C1=CC(=NO1)CN1C(=NC=C1)[C@H](C)OC1OCCCC1 bicyclo[3.1.0]hexan-6-yl(4-((4-(3-((2-((1S)-1-((tetrahydro-2H-pyran-2-yl)oxy)ethyl)-1H-imidazol-1-yl)methyl)isoxazol-5-yl)phenyl)ethynyl)-3,6-dihydropyridin-1(2H)-yl)methanone